N-(2-(6-fluoro-1H-indol-3-yl)ethyl)-3-(2,2,3,3-tetrafluoropropoxy)Benzylamin FC1=CC=C2C(=CNC2=C1)CCNCC1=CC(=CC=C1)OCC(C(F)F)(F)F